N-(6-isopropyl-4,7-dioxo-4,5,6,7-tetrahydro-3H-pyrrolo[3,4-D]pyrimidin-2-yl)acetamide C(C)(C)N1C(C=2N=C(NC(C2C1)=O)NC(C)=O)=O